COC1=NOC(=C1)CNC1=NC(N(C2=CC(=CC=C12)C(F)(F)F)C1=C(C=CC=C1)C)=O 4-(((3-Methoxyisoxazol-5-yl)methyl)amino)-1-(o-tolyl)-7-(trifluoromethyl)quinazolin-2(1H)-one